C[C@H]1NC(C=2SC=3C=CC=4N=C(C=CC4C3C2NC1)C1=CC(=NC(=C1)C#C[Si](C)(C)C)CN1CCOCC1)=O (15R)-15-methyl-5-[2-(morpholinomethyl)-6-(2-trimethylsilylethynyl)-4-pyridyl]-11-thia-6,14,17-triazatetracyclo[8.8.0.0^2,7.0^12,18]octadeca-1(10),2(7),3,5,8,12(18)-hexaen-13-one